[N+](=O)([O-])C=1C=NC(=NC1)N[C@@H]1CNCC1 (S)-5-nitro-N-(pyrrolidin-3-yl)pyrimidin-2-amine